2-methyl-5,11-dioxo-6,12-bis(propionyloxy)naphthonaphthalene CC=1C=CC2=C3C(C(C(=C2C1)OC(CC)=O)=O)=C1C=CC=CC1=C(C3=O)OC(CC)=O